3-cyclopropyl-4,5,6,7-tetrahydro-2-benzothiophen-5-amine hydrochloride Cl.C1(CC1)C=1SC=C2C1CC(CC2)N